1,1'-diamino-4,4'-dinitro-2,2'-biimidazole NN1C(=NC(=C1)[N+](=O)[O-])C=1N(C=C(N1)[N+](=O)[O-])N